N1(CCC1)CC1(CC1)NC(C(C)(C1=NN(C2=CC=CC=C12)C)C)=O N-(1-(azetidin-1-ylmethyl)cyclopropyl)-2-methyl-2-(1-methyl-1H-indazol-3-yl)propanamide